(S)-N-(3-Chloro-2,4-difluorophenyl)-1-(2-(3-hydroxyazetidin-1-yl)ethyl)-N-methyl-3-(6-methyl-4-(trifluoromethyl)pyridin-2-yl)-2-oxoimidazolidine-4-carboxamide ClC=1C(=C(C=CC1F)N(C(=O)[C@H]1N(C(N(C1)CCN1CC(C1)O)=O)C1=NC(=CC(=C1)C(F)(F)F)C)C)F